C[C@@H]1[C@H]2N(C(CC1)=O)[C@@H](CO2)C2=CC=CC=C2 (3R,8S,8aS)-8-methyl-3-phenyltetrahydro-2H-oxazolo[3,2-a]Pyridin-5(3H)-one